The molecule is an (R)-3-hydroxyacyl-CoA resulting from the formal condensation of the thiol group of coenzyme A with the 1-carboxy group of (3R)-hydroxyhexadecanedioic acid. It derives from a hexadecanedioic acid. It is a conjugate acid of a (3R)-hydroxyhexadecanedioyl-CoA(5-). CC(C)(COP(=O)(O)OP(=O)(O)OC[C@@H]1[C@H]([C@H]([C@@H](O1)N2C=NC3=C(N=CN=C32)N)O)OP(=O)(O)O)[C@H](C(=O)NCCC(=O)NCCSC(=O)C[C@@H](CCCCCCCCCCCCC(=O)O)O)O